COC=1C=C2C(=NC(=NC2=C(C1O)NCN(CC)CC)NC1=C(C=C(C=C1)N1CCN(CC1)C(=O)OC(C)(C)C)OC)C(F)(F)F 6-methoxy-7-hydroxy-N-(2-methoxy-4-(4-(tert-butoxycarbonyl)piperazin-1-yl)phenyl)-4-trifluoromethyl-8-(N,N-diethylamino)methylaminoquinazolin-2-amine